N1=CC=CC2=CC=CC(=C12)O 8-quinolyl alcohol